ClC1=NC=C(C(=N1)C1=CC2=C(N=CS2)C=C1)C 6-(2-chloro-5-methylpyrimidin-4-yl)benzothiazole